F[C@H]1C[C@H](N2N=C(N=C21)S[C@@H]2C[C@H](C2)OC(C2=CC=C(C=C2)[N+](=O)[O-])=O)C2=CC=CC=C2 Trans-[3-[[(5S,7S)-7-fluoro-5-phenyl-6,7-dihydro-5H-pyrrolo[1,2-b][1,2,4]triazol-2-yl]sulfanyl]cyclobutyl]4-nitrobenzoate